(4-CBZ-AMINOPHENYL)BORONIC ACID B(C1=CC=C(C=C1)NC(=O)OCC2=CC=CC=C2)(O)O